NC1=NC=CC2=CC=C(C=C12)C=1C=C2C(=NN(C2=CC1)[C@@H]1CN(CC1)C(=O)OCC)COC1=C(C(=CC=C1)C)CC(=O)OCC (S)-ethyl 3-(5-(1-aminoisoquinolin-7-yl)-3-((2-(2-ethoxy-2-oxoethyl)-3-methylphenoxy)methyl)-1H-indazol-1-yl)pyrrolidine-1-carboxylate